(4-(3,4,5-trifluorophenyl)-1H-1,2,3-triazol-1-yl)tetrahydro-2H-pyran FC=1C=C(C=C(C1F)F)C=1N=NN(C1)C1OCCCC1